(2R)-2-(2-((S)-1-(2,3-Difluorobenzyl)-5-oxopyrrolidin-2-yl)acetamido)-3-methyl-N-((tetrahydro-2H-pyran-2-yl)oxy)butanamide FC1=C(CN2[C@@H](CCC2=O)CC(=O)N[C@@H](C(=O)NOC2OCCCC2)C(C)C)C=CC=C1F